4,3'-diamino-biphenyl NC1=CC=C(C=C1)C1=CC(=CC=C1)N